bis-imidazole bis(trifluoromethylsulfonyl)imide salt [N-](S(=O)(=O)C(F)(F)F)S(=O)(=O)C(F)(F)F.N1C=NC=C1.N1C=NC=C1